1-(1-(2-cyclopropyl-5-methoxy-4-nitrophenyl)piperidin-4-yl)-4-(pyrrolidin-3-ylmethyl)piperazine C1(CC1)C1=C(C=C(C(=C1)[N+](=O)[O-])OC)N1CCC(CC1)N1CCN(CC1)CC1CNCC1